methyl 4-amino-1-(isoquinolin-5-yl)-2-oxo-7-vinyl-1,2-dihydroquinoline-3-carboxylate NC1=C(C(N(C2=CC(=CC=C12)C=C)C1=C2C=CN=CC2=CC=C1)=O)C(=O)OC